OCCCCN1CCCC1 4-hydroxybutylpyrrolidine